3-butyrylamino-4-phenoxy-5-sulfonyl-chlorobenzoic acid methyl ester COC(C=1C(=C(C(C(C1)=S(=O)=O)OC1=CC=CC=C1)NC(CCC)=O)Cl)=O